2-butyne-1,4-diol dibenzoate C(C1=CC=CC=C1)(=O)OCC#CCOC(C1=CC=CC=C1)=O